COC(=O)C1=CC2=C(CN([C@H](CO2)C2=CC=C(C=C2)F)C(=O)C2CCOCC2)C=C1 (S)-3-(4-fluorophenyl)-4-(tetrahydro-2H-pyran-4-carbonyl)-2,3,4,5-tetrahydrobenzo[f][1,4]oxazepine-8-carboxylic acid methyl ester